4-[(tert-butoxycarbonyl)amino]piperidine-4-carboxylic acid C(C)(C)(C)OC(=O)NC1(CCNCC1)C(=O)O